ClCC(=O)N1[C@@H](CCC1)C(=O)N (S)-1-(2-chloroacetyl)pyrrolidine-2-carboxamide